C(C)OC=1C=C(C=CC1C=1NC(C2=C(N1)NN=N2)=O)C2=CC(=CS2)C(=O)O 5-(3-ethoxy-4-(7-oxo-6,7-dihydro-3H-[1,2,3]triazolo[4,5-d]pyrimidin-5-yl)phenyl)thiophene-3-carboxylic acid